C(C=C)OC1=C(C(=C(C=C1Cl)Cl)Cl)C1CN=C(C1)CCC(=O)NN N'-(3-(2-(allyloxy)-3,5,6-trichlorophenyl)-3,4-dihydro-2H-pyrrol-5-yl)propionyl-hydrazine